NC=1N=C(C=C2C=C(N=CC12)NC(=O)[C@H]1[C@@H](C1)F)C=1C=NN(C1)C trans-N-[8-amino-6-(1-methylpyrazol-4-yl)-2,7-naphthyridin-3-yl]2-fluoro-cyclopropanecarboxamide